FC1([C@@H](CN2C(N(CC[C@@H]21)C2=NOC1=C2C(=CC=C1)C1=CSC=C1)=O)NS(=O)(=O)CC)F N-{(4aR,6R)-5,5-difluoro-1-oxo-2-[4-(thiophen-3-yl)-1,2-benzoxazol-3-yl]octahydropyrrolo[1,2-c]pyrimidin-6-yl}ethanesulfonamide